methyl ((1,1-difluoroethyl)((6-hydroxy-3'-methyl-4-pentyl-[1,1'-biphenyl]-2-yl)oxy)phosphoryl)-L-alaninate FC(C)(F)P(=O)(OC1=C(C(=CC(=C1)CCCCC)O)C1=CC(=CC=C1)C)N[C@@H](C)C(=O)OC